3-(6-fluoro-1-oxo-5-(piperidin-4-yl)isoindolin-2-yl)piperidine-2,6-dione FC1=C(C=C2CN(C(C2=C1)=O)C1C(NC(CC1)=O)=O)C1CCNCC1